C(CCCCCCC\C=C/CCCCCCCC)OP(=O)([O-])[O-] Oleylphosphat